2-(2-chloro-6-fluoro-phenyl)-4,4,5,5-tetramethyl-1,3,2-dioxaborolane ClC1=C(C(=CC=C1)F)B1OC(C(O1)(C)C)(C)C